O=S1(C(CC1)CNC(OC(C)(C)C)=O)=O tert-butyl ((1,1-dioxidothietan-2-yl)methyl)carbamate